(S)-ethyl 2-(2-(3-(3-((1,3-dioxolan-2-yl)methyl)-2-oxoimidazolidin-1-yl)-1-methyl-1H-indazol-5-yl)-7-(4-chlorophenyl)-5-methylbenzo[d]thiazol-6-yl)-2-(tert-butoxy)acetate O1C(OCC1)CN1C(N(CC1)C1=NN(C2=CC=C(C=C12)C=1SC2=C(N1)C=C(C(=C2C2=CC=C(C=C2)Cl)[C@@H](C(=O)OCC)OC(C)(C)C)C)C)=O